O1CC(C1)CNC(CCCCCC(=O)OC(CCCCCCCC)CCCCCCCC)CCCCCC(=O)OCCCCCCCCC 1-(heptadecan-9-yl) 13-nonyl 7-((oxetan-3-ylmethyl)amino)tridecanedioate